ClC1=C(C=C2C=C(NC2=C1)C=1C=NC(=CC1)N1CCN(CC1)CC)C=1C=NC=C(C1)OC 6-chloro-2-(6-(4-ethylpiperazin-1-yl)pyridin-3-yl)-5-(5-methoxypyridin-3-yl)-1H-indole